tert-butyl (2-(2-(methylamino) ethoxy) ethyl)carbamate hydrochloride Cl.CNCCOCCNC(OC(C)(C)C)=O